O(C1=CC=CC=C1)C1=C(C=CC=C1)/C=C/C(=O)O (E)-3-(phenoxyphenyl)acrylic acid